tert-butyl (R,E)-3-(4-(3-(4-(dimethylamino)but-2-enamido)phenyl)-N-(8-methylisoquinolin-1-yl)piperidine-1-carboxamido)piperidine-1-carboxylate CN(C/C=C/C(=O)NC=1C=C(C=CC1)C1CCN(CC1)C(=O)N(C1=NC=CC2=CC=CC(=C12)C)[C@H]1CN(CCC1)C(=O)OC(C)(C)C)C